C1(=CC=CC=C1)C1=CC=C2C3=C(NC2=C1)C(=NC=C3)NC(=O)C3CC3 N-(7-phenyl-9H-pyrido[3,4-b]indol-1-yl)cyclopropanecarboxamide